FC(C(CCC)C)(F)F 4-trifluoromethylpentane